NC1=NC=2C=CC=CC2C2=C1N=CN2[C@@H](C(C)(O)C)CC(C)C (3R)-3-(4-aminoimidazo[4,5-c]quinolin-1-yl)-2,5-dimethyl-hexan-2-ol